N-(amino(5-(2-hydroxypropan-2-yl)thiazol-2-yl)(oxo)-λ6-sulfaneylidene)-2-(4-(3-fluorooxetan-3-yl)-2,6-diisopropylphenyl)acetamide NS(=NC(CC1=C(C=C(C=C1C(C)C)C1(COC1)F)C(C)C)=O)(=O)C=1SC(=CN1)C(C)(C)O